C[C@H](CCC[C@H](C)C(=O)O)[C@H]1CC[C@@H]2[C@@]1(CC[C@H]3C2=CC[C@@H]4[C@@]3(CC[C@H](C4)O)C)C The molecule is a steroid acid that is 5alpha-cholest-7-en-26-oic acid that has S configuration at position 25 and is substituted by a hydroxy group at the 3alpha position. It is an endogenous ligand for DAF-12 in Caenorhabditis elegans. It has a role as a Caenorhabditis elegans metabolite. It is a 3alpha-hydroxy steroid, a steroid acid, a monocarboxylic acid and a cholestanoid.